C(C)(C)(C)C1=CC2=C(C3=CC(=CC=C3C=C2C=C1)C(C)(C)C)C1=CC=C(N1)C1=NN(C2=CC=CC=C12)C1=CC(=CC(=C1)C)C 3-(5-(2,7-di-tert-butylanthracen-9-yl)-1H-pyrrol-2-yl)-1-(3,5-dimethylphenyl)-1H-indazole